CC/C=C\\C/C=C\\C/C=C\\C=C\\C(C/C=C\\CCCC(=O)O)OO The molecule is a hydroperoxy fatty acid that is (5Z,9E,11Z,14Z,17Z)-icosapentaenoic acid in which the hydroperoxy group is located at position 8. It is a hydroperoxy fatty acid, a long-chain fatty acid and a polyunsaturated fatty acid. It derives from an all-cis-5,8,11,14,17-icosapentaenoic acid. It is a conjugate acid of a (5Z,9E,11Z,14Z,17Z)-8-hydroperoxyicosapentaenoate.